2-(4-chloro-5-(morpholinomethyl)-6-oxopyridazin-1(6H)-yl)-N-(4-methyl-3-(N-(2-(pyridin-2-yl)ethyl)sulfamoyl)phenyl)acetamide ClC=1C=NN(C(C1CN1CCOCC1)=O)CC(=O)NC1=CC(=C(C=C1)C)S(NCCC1=NC=CC=C1)(=O)=O